(1-(4-fluorophenyl)-6-methyl-1H-indazol-5-yl)-3-oxopiperazine-1-carboxylic acid tert-butyl ester C(C)(C)(C)OC(=O)N1C(C(NCC1)=O)C=1C=C2C=NN(C2=CC1C)C1=CC=C(C=C1)F